4-(((3S,4R)-4-fluoropiperidin-3-yl)oxy)-N-(1-((R)-tetrahydrofuran-3-yl)-1H-pyrazol-4-yl)-7H-pyrrolo[2,3-d]pyrimidin-2-amine F[C@H]1[C@H](CNCC1)OC=1C2=C(N=C(N1)NC=1C=NN(C1)[C@H]1COCC1)NC=C2